mercury (ii) nitrate [N+](=O)([O-])[O-].[Hg+2].[N+](=O)([O-])[O-]